C(#N)C1=C(C=CC(=N1)C(=O)NC)C1CCN(CC1)CC1=C(C(=NC=C1)NC(=O)NCC)F 6-cyano-5-(1-((2-(3-ethylureido)-3-fluoropyridin-4-yl)methyl)piperidin-4-yl)-N-methylpicolinamide